CN(C=1C(=CC(=C(C(=O)O)C1)F)C(NS(=O)(=O)N1CCCC1)=O)C 5-(dimethylamino)-2-fluoro-4-((pyrrolidin-1-ylsulfonyl)carbamoyl)benzoic acid